4-[(3S)-1-(3-fluoropyrrolidin-3-yl)oxyphenyl]-6-[4-methoxy-2-(trifluoro-methyl)phenyl]-8,9-dihydro-7H-benzo[7]annulen-2-ol F[C@@]1(CNCC1)OC1(CC=CC=C1)C1=CC(=CC=2CCCC(=CC21)C2=C(C=C(C=C2)OC)C(F)(F)F)O